COC1=C(C=C(C(=N1)C)C1NC(C2=C(N1C1=C(C=C(C=C1)OC(F)(F)F)C)N=CC(=C2)C(F)(F)F)=O)C (6-methoxy-2,5-dimethylpyridin-3-yl)-1-(2-methyl-4-(trifluoromethoxy)phenyl)-6-(trifluoromethyl)-2,3-dihydropyrido[2,3-d]pyrimidin-4(1H)-one